NCCCCCCOCCOCC(=O)NCC(=O)N1[C@@H](CN(CC1)C1=NC=C(C=N1)C1=CC=C2C(=N1)N(C(C2=O)(C)C)CC=2C(=NC=CC2)C#N)C 2-[2-(6-aminohexoxy)ethoxy]-N-[2-[(2R)-4-[5-[1-[(2-cyano-3-pyridyl)methyl]-2,2-dimethyl-3-oxo-pyrrolo[2,3-b]pyridin-6-yl]pyrimidin-2-yl]-2-methyl-piperazin-1-yl]-2-oxo-ethyl]acetamide